CN(CCN(C(OC(C)(C)C)=O)C1=NC=C(C=C1)NC=1N=CC=2CCNCC2C1)C tert-butyl N-[2-(dimethylamino)ethyl]-N-{5-[(5,6,7,8-tetrahydro-2,6-naphthyridin-3-yl)amino]pyridin-2-yl}carbamate